methyl 4-[6-[2,4-difluoro-N-[(4-methoxyphenyl)methyl]anilino]pyrazin-2-yl]-4-ethyl-hexanoate FC1=C(N(CC2=CC=C(C=C2)OC)C2=CN=CC(=N2)C(CCC(=O)OC)(CC)CC)C=CC(=C1)F